5'-bromo-2-fluoro-2'-hydroxy-[1,1'-biphenyl] BrC=1C=CC(=C(C1)C1=C(C=CC=C1)F)O